3,5-Dichloro-4-Pyridinecarboxaldehyd ClC=1C=NC=C(C1C=O)Cl